8-bromo-7-methoxy-2-propyl-1,6-naphthyridine BrC=1C(=NC=C2C=CC(=NC12)CCC)OC